N(=C=O)C1=C(N=C(S1)C1=NC=CN=C1)C 5-isocyanato-4-methyl-2-(pyrazine-2-yl)thiazole